3,5-di-tert-butyl-tetrahydroxybenzoate C(C)(C)(C)C1C(C(C(=O)[O-])C(C(=C1)C(C)(C)C)(O)O)(O)O